2,5-bis-(t-butyl-peroxy)-2,5-dimethylhexane C(C)(C)(C)OOC(C)(CCC(C)(C)OOC(C)(C)C)C